COC(COC(=O)N1[C@H]([C@H](CCC1)C1=NNC=C1)CO[C@@H]1CC[C@@H](CC1)C1=CC=CC=C1)=O.FC(CC(F)(F)F)([Si](OCC1=CC=CC=C1)(OC)OC)F Pentafluorophenyl-propyl-trimethoxysilane 2-methoxy-2-oxoethyl-(CIS)-2-((((CIS)-4-phenylcyclohexyl)oxy)methyl)-3-(1H-pyrazol-3-yl)piperidine-1-carboxylate